ClC=1C(=NC(=NC1)NC=1C=NN(C1)CCC)C1=C(C(=O)O)C=CC=C1 (5-chloro-2-((1-propyl-1H-pyrazol-4-yl)amino)pyrimidin-4-yl)benzoic acid